ClC1=C(C=C(CN)C=C1)C(F)(F)F 4-chloro-3-(trifluoromethyl)benzylamine